NC=1C=C(C=CC1)C(O)C1=C(C(=CC=C1)OC)OCC1=CC=CC=C1 (3-amino-phenyl)-(2-benzyloxy-3-methoxy-phenyl)-methanol